C(C)C1=C(CC=2C=C(C=CC2)[C@H](CC(=O)[O-])NC(=O)NC=2C(N(C=CC2[O-])C)=O)C=CC=C1.[Na+].[Na+] Natrium (S)-3-(3-(2-Ethylbenzyl)phenyl)-3-(3-(1-Methyl-4-oxido-2-oxo-1,2-Dihydropyridin-3-yl)ureido)propanoat